COC=1C=C(C(=NC1)C=1C(=CC2=CC=CC=C2C1)C(=O)OC)[N+](=O)[O-] Methyl 3-(5-methoxy-3-nitropyridin-2-yl)-2-naphthoate